N-(3-(difluoromethyl)-1-((1r,4S)-4-(hydroxymethyl)cyclohexyl)-1H-pyrazol-4-yl)-5-((2S,6S)-2,6-dimethylmorpholino)pyrazolo[1,5-a]pyrimidine-3-carboxamide FC(C1=NN(C=C1NC(=O)C=1C=NN2C1N=C(C=C2)N2C[C@@H](O[C@H](C2)C)C)C2CCC(CC2)CO)F